benzyl 4-(5-bromopyrimidin-2-yl)piperazine-1-carboxylate BrC=1C=NC(=NC1)N1CCN(CC1)C(=O)OCC1=CC=CC=C1